((2-(3'-(5-((3-(aminomethyl)-3-methylazetidin-1-yl)methyl)-7-cyanobenzo[d]oxazol-2-yl)-2,2'-dimethyl-[1,1'-biphenyl]-3-yl)-6-(difluoromethoxy)benzo[d]oxazol-5-yl)methyl)-L-proline NCC1(CN(C1)CC=1C=C(C2=C(N=C(O2)C=2C(=C(C=CC2)C2=C(C(=CC=C2)C=2OC3=C(N2)C=C(C(=C3)OC(F)F)CN3[C@@H](CCC3)C(=O)O)C)C)C1)C#N)C